(Z)-8-(6-chloropyridazin-4-yl)-2-(furan-2-ylmethylene)-6-(3-hydroxyphenyl)imidazo[1,2-a]pyrazin-3(2H)-one ClC1=CC(=CN=N1)C=1C=2N(C=C(N1)C1=CC(=CC=C1)O)C(/C(/N2)=C/C=2OC=CC2)=O